CC1(CCC=2C(=NNC2C1)C=1NC2=CC(=CC=C2C1)C(=O)N1C[C@H](N([C@H](C1)C)CC1CCN(CC1)C1=CC=C(C=C1)C1C(NC(CC1)=O)=O)C)C 3-(4-(4-(((2R,6S)-4-(2-(6,6-dimethyl-4,5,6,7-tetrahydro-1H-indazol-3-yl)-1H-indole-6-carbonyl)-2,6-dimethylpiperazin-1-yl)methyl)piperidin-1-yl)phenyl)piperidine-2,6-dione